C(C)C1=NNC(=N1)CCCCCCCC 3-ethyl-5-octyl-1H-1,2,4-triazole